5-chloro-N4-cyclohexyl-N2-(2-methoxy-4-(methylsulfonyl)phenyl)-7H-pyrrolo[2,3-d]pyrimidine-2,4-diamine ClC1=CNC=2N=C(N=C(C21)NC2CCCCC2)NC2=C(C=C(C=C2)S(=O)(=O)C)OC